FC1=CC=C(C=C1)C(C(C)=O)C1=CC=C(C=C1)F (S)-1,1-bis(4-fluorophenyl)-2-propanone